2-(aminomethyl)-5-methyl-N-(1-(naphthalen-1-yl)cyclopropyl)indoline-6-carboxamide NCC1NC2=CC(=C(C=C2C1)C)C(=O)NC1(CC1)C1=CC=CC2=CC=CC=C12